C(=C)OCCCC normal-butyl vinyl ether